O=C1NC(CCC1N1C(C2=CC(=C(C=C2C1)CN(C)CC1=CC=C(C=C1)C=1OC2=C(C1)C=C(C=C2C(=O)N)F)F)=O)=O 2-(4-((((2-(2,6-dioxopiperidin-3-yl)-6-fluoro-1-oxoisoindolin-5-yl)methyl)(methyl)amino)methyl)phenyl)-5-fluorobenzofuran-7-carboxamide